C(C)(=O)NC1=CC=C(C2=C1N=C(O2)N2CC1N(C(C2)C1)C(=O)OC(C)(C)C)C=1SC=CN1 tert-Butyl 3-(4-acetamido-7-(thiazol-2-yl)benzo[d]oxazol-2-yl)-3,6-diazabicyclo[3.1.1]heptane-6-carboxylate